C(=O)(O)CCCCCCCC=CCC(CCCCCC)OC(=O)C1=C(C(=O)O)C=CC=C1 2-(((17-Carboxyheptadec-9-en-7-yl)oxy)carbonyl)benzoic acid